(1R)-2-[2-(4-bromo-2-fluorophenyl)-7-(pyrimidin-5-yl)pyrazolo[1,5-a]pyrimidine-5-carbonyl]-1-methyl-1,2,3,4-tetrahydroisoquinoline BrC1=CC(=C(C=C1)C1=NN2C(N=C(C=C2C=2C=NC=NC2)C(=O)N2[C@@H](C3=CC=CC=C3CC2)C)=C1)F